ClC1=NN2C(C=N1)=C(C=C2C(C)C)F 2-chloro-5-fluoro-7-isopropyl-pyrrolo[2,1-F][1,2,4]triazine